propene-1,3-sultone C1=CCOS1(=O)=O